S1C=NC2=C1C=C(C=C2)C2=NC(=NC=C2F)NC2=CC=C(C=N2)CN2CCN(CC2)C(=O)OC(C)(C)C tert-butyl 4-((6-((4-(benzothiazole-6-yl)-5-fluoropyrimidine-2-yl)amino)pyridine-3-yl)methyl)piperazine-1-carboxylate